2-bromo-4-cyclobutyl-1,3-benzothiazole-6-carboxylic acid methyl ester COC(=O)C1=CC2=C(N=C(S2)Br)C(=C1)C1CCC1